CN1[C@@H]2CN([C@H](C1)C2)C=2C=NC(=CC2)[N+](=O)[O-] (1S,4S)-2-methyl-5-(6-nitro-3-pyridyl)-2,5-diazabicyclo[2.2.1]heptane